FC(C=1C=C(CN2N=C(C=C2)[C@@H]([C@@](CN2N=NN=C2)(O)C2=C(C=C(C=C2)F)F)C)C=CC1)(F)F (2R,3S)-3-(1-(3-trifluoromethylbenzyl)-1H-pyrazol-3-yl)-2-(2,4-difluorophenyl)-1-(1H-tetrazol-1-yl)butan-2-ol